(S)-3-(tert-butoxy)-2-(1H-pyrrolo[2,3-b]pyridin-1-yl)propyl 4-methylbenzenesulfonate CC1=CC=C(C=C1)S(=O)(=O)OC[C@H](COC(C)(C)C)N1C=CC=2C1=NC=CC2